5-(3-aminophenyl)-tetrazole NC=1C=C(C=CC1)C1=NN=NN1